C(#N)C1=C(C=CC(=C1)C(F)(F)F)N1CCC(CC1)(C(=O)N[C@H]1CNCC1)C=1C=CC(=NC1)C=1C(=NC=CC1)OCC 1-[2-cyano-4-(trifluoromethyl)phenyl]-4-{2'-ethoxy-[2,3'-bipyridin]-5-yl}-N-[(3R)-pyrrolidin-3-yl]piperidine-4-carboxamide